C(C)C1=CNC2=C(C=CC=C12)C=O 3-ethyl-indole-7-carbaldehyde